C12NCC(C1N1C(=CC=3C(=NC=4C(=C(C(=CC4C31)CCC#N)C3=C(C(=CC(=C3)O)Cl)Cl)F)OCC)CN3C(CN(CC3)C(C)C)=O)C2 3-(1-(2-azabicyclo[2.1.1]hexane-5-yl)-7-(2,3-dichloro-5-hydroxyphenyl)-4-ethoxy-6-fluoro-2-((4-isopropyl-2-oxopiperazin-1-yl)methyl)-1H-pyrrolo[3,2-c]quinolin-8-yl)propionitrile